CN=S(=O)(C)C1=NC=CC(=C1)N 2-(N,S-dimethyl-sulfonimidoyl)pyridin-4-amine